CC(C)(C)[Si](OCC(=O)Cl)(C1=CC=CC=C1)C1=CC=CC=C1 2-[[(1,1-dimethylethyl)diphenylsilyl]oxy]acetyl chloride